ClC1=CC(=C(CN2C=CC3=CC=C(C=C23)C2=CCN(CC2)C(=O)OC(C)(C)C)C=C1)F tert-butyl 4-(1-(4-chloro-2-fluorobenzyl)-1h-indol-6-yl)-5,6-dihydropyridine-1(2H)-carboxylate